3,5-difluoro-4-[5-methyl-3-(trifluoromethyl)pyrazol-1-yl]benzonitrile FC=1C=C(C#N)C=C(C1N1N=C(C=C1C)C(F)(F)F)F